2-(2-methoxy-3-pyridyl)-5-[(6-methyl-1H-benzimidazol-2-yl)methyl]pyrrolo[3,2-c]pyridine COC1=NC=CC=C1C1=CC2=CN(C=CC2=N1)CC1=NC2=C(N1)C=C(C=C2)C